C(CCC)C1(N=CC=N1)CCCCS(=O)(=O)O 2-butylimidazolebutanesulfonic acid